FC=1C=C(C=CC1OC1=NC=NC=C1C1=NC(=NC=C1)N[C@@H]1CNCCC1)NS(=O)(=O)C1=C(C=CC=C1)Cl N-[3-fluoro-4-[5-[2-[[(3S)-3-piperidyl]amino]pyrimidin-4-yl]pyrimidin-4-yl]oxyphenyl]2-chlorobenzenesulfonamide